(4-chlorophenyl)(methyl)((7-(5-(trifluoromethyl)-1,2,4-oxadiazol-3-yl)imidazo[1,2-a]pyridin-2-yl)imino)-λ6-sulfanone ClC1=CC=C(C=C1)S(=O)(=NC=1N=C2N(C=CC(=C2)C2=NOC(=N2)C(F)(F)F)C1)C